O=C1NC(=NC2=CC=CC=C12)N1CCN(CC1)C(=O)N1CC2(CCN(C2)C(=O)OC(C)(C)C)CC1 tert-Butyl 7-(4-(4-oxo-3,4-dihydroquinazolin-2-yl)piperazine-1-carbonyl)-2,7-diazaspiro[4.4]nonane-2-carboxylate